O-(3,4-dihydro-4-oxo-1,2,3-benzotriazin-3-yl)-1,1,3,3-tetramethyluronium hexafluorophosphate F[P-](F)(F)(F)(F)F.O=C1N(N=NC2=C1C=CC=C2)OC(=[N+](C)C)N(C)C